(2s,3s,4r,5r)-5-(6-(3-iodobenzylamino)-9H-purin-9-yl)-N,3,4-trihydroxytetrahydrofuran-2-carboxamide IC=1C=C(CNC2=C3N=CN(C3=NC=N2)[C@H]2[C@@H]([C@@H]([C@H](O2)C(=O)NO)O)O)C=CC1